C(C=C)(=O)N1CCN(CC1)C=1C2=C(N=C(N1)OC[C@@H]1CCCC(N1)=O)CN(CC2)C2=CC(=CC1=CC=CC=C21)O (S)-6-(((4-(4-acryloylpiperazin-1-yl)-7-(3-hydroxynaphthalen-1-yl)-5,6,7,8-tetrahydropyrido[3,4-d]pyrimidin-2-yl)oxy)methyl)piperidin-2-one